(6-Methoxybenzothiazol-2-yl)-1,3-dimethylimidazolin-2-one COC1=CC2=C(N=C(S2)C2N(C(N(C2)C)=O)C)C=C1